OC=1C=C2C(NC(=NC2=CC1OC)C)=O 6-Hydroxy-7-methoxy-2-methyl-quinazolin-4(3H)-one